methyl (2R,3S,5R)-2-((((1S,3S,6R)-6-(5-fluoropyrimidin-2-yl)bicyclo[4.1.0]heptan-3-yl)oxy)methyl)-5-methyl-3-(oxetane-3-sulfonamido)pyrrolidine-1-carboxylate FC=1C=NC(=NC1)[C@]12CC[C@@H](C[C@@H]2C1)OC[C@@H]1N([C@@H](C[C@@H]1NS(=O)(=O)C1COC1)C)C(=O)OC